ClC1=C(C=C2C(C(=CN(C2=C1)C1=CC=C(C=C1)F)CC(=O)OCC)=O)F ethyl 7-chloro-6-fluoro-1-p-fluorophenyl-1,4-dihydro-4-oxoquinoline-3-acetate